(S)-1-methylpyrrole CN1C=CC=C1